C(C)OC(NC1=C(C(=NN1C)C1CCCCC1)C1CCC1)=O (4-cyclobutyl-3-cyclohexyl-1-methyl-1H-pyrazol-5-yl)carbamic acid ethyl ester